FC(C(C)(C)C1=CC(=NO1)NC(OC1=CC=C(C=C1)[N+](=O)[O-])=O)(F)F 4-nitrophenyl (5-(1,1,1-trifluoro-2-methylpropan-2-yl)isoxazol-3-yl)carbamate